C(C)(C)(C)OC(=O)N(C(C(=O)O)COC)C 2-[tert-butoxycarbonyl(methyl)amino]-3-methoxy-propanoic acid